C1(CCCC1)C1=CC(=NO1)C[C@@H]1[C@@H]([C@H]([C@H]([C@H](O1)CO)O)N1N=NC(=C1)C1=C(C(=C(C=C1)F)F)F)OC (2R,3R,4S,5R,6R)-6-((5-cyclopentylisoxazol-3-yl)methyl)-2-(hydroxymethyl)-5-methoxy-4-(4-(2,3,4-trifluorophenyl)-1H-1,2,3-triazol-1-yl)tetrahydro-2H-pyran-3-ol